FC1=C(C(=CC=C1)F)S(=O)(=O)NC=1C(=NC=C(C1)C=1C=CC=2N=CN=C(C2N1)N1CCN(CC1)C(\C=C\C(C)=O)=O)OC (E)-2,6-difluoro-N-(2-methoxy-5-(4-(4-(4-oxopent-2-enoyl)piperazin-1-yl)pyrido[3,2-d]pyrimidin-6-yl)pyridin-3-yl)benzenesulfonamide